SCCC(=O)OCCOC(CCS)=O Ethylenglycol e-bis(3-mercaptopropionat)